3-(4-chlorophenyl)-3-fluoro-cyclobutanecarbonitrile ClC1=CC=C(C=C1)C1(CC(C1)C#N)F